C(C)(C)(C)OC(=O)N(N)CC(=C(F)F)C1=CC=C(C=C1)Br 1-(2-(4-bromophenyl)-3,3-difluoroallyl)hydrazine-1-carboxylic acid tert-butyl ester